ClC1=CC2=C(N(C(C(N2C)=O)=O)C2CCN(CC2)C(=O)NC2=CC=C(C=C2)C#N)N=C1 4-(7-Chloro-1-methyl-2,3-dioxo-2,3-dihydropyrido[2,3-b]pyrazin-4(1H)-yl)-N-(4-Cyanophenyl)piperidine-1-carboxamide